N-(4-((2,3-dihydro-1H-inden-2-yl)(propyl)amino)butyl)benzofuran-2-carboxamide C1C(CC2=CC=CC=C12)N(CCCCNC(=O)C=1OC2=C(C1)C=CC=C2)CCC